CN1CCN(CC1)C=1N(C=CC1)COCC[Si](C)(C)C 2-(4-methylpiperazin-1-yl)-1-((2-(trimethylsilyl)ethoxy)methyl)-1H-pyrrole